CC1=C2COC(C2=CC=C1[C@@H]1CN(CCO1)CC=1C=NC(=NC1)N1C=NC(=C1)C)=O (R)-4-methyl-5-(4-((2-(4-methyl-1H-imidazol-1-yl)pyrimidin-5-yl)methyl)morpholin-2-yl)isobenzofuran-1(3H)-one